N1,N1,N3,N3-tetraethyl-1,3-benzenediamine C(C)N(C1=CC(=CC=C1)N(CC)CC)CC